(1S,4E,9R)-4,11,11-trimethyl-8-methylidenebicyclo[7.2.0]undec-4-ene C/C=1/CC[C@@H]2C(C[C@H]2C(CC/C1)=C)(C)C